N-(4-fluorophenyl)-1-{1-[(2R)-oxane-2-carbonyl]-1,2,3,4-tetrahydroquinolin-6-yl}cyclobutane-1-carboxamide FC1=CC=C(C=C1)NC(=O)C1(CCC1)C=1C=C2CCCN(C2=CC1)C(=O)[C@@H]1OCCCC1